4-bromo-2-ethoxy-1-methylbenzene BrC1=CC(=C(C=C1)C)OCC